(trifluoromethyl)chromeno[7,8-d]imidazol-6(3H)-one hydrochloride Cl.FC(F)(F)C1=NC2=C(N1)C=CC=1C(C=COC12)=O